(4-(1-ethyl-2-(trifluoromethyl)-1H-imidazo[4,5-c]pyridin-4-yl)-2-fluorophenyl)((2S)-2-methylmorpholin-4-yl)methanone C(C)N1C(=NC=2C(=NC=CC21)C2=CC(=C(C=C2)C(=O)N2C[C@@H](OCC2)C)F)C(F)(F)F